tetradecyl ((S)-(((2R,3S,5R)-5-(6-amino-2-fluoro-9H-purin-9-yl)-2-ethynyl-3-hydroxytetrahydrofuran-2-yl)methoxy)(phenoxy)phosphoryl)-L-phenylalaninate NC1=C2N=CN(C2=NC(=N1)F)[C@H]1C[C@@H]([C@@](O1)(C#C)CO[P@](=O)(OC1=CC=CC=C1)N[C@@H](CC1=CC=CC=C1)C(=O)OCCCCCCCCCCCCCC)O